[Fe+2].[O-2].[Zr+4].[O-2].[O-2] zirconium oxide iron